[Cl-].P.P bisphosphine chloride